N-hydroxy-N-(phenylsulfonyl)benzenesulfonamide ON(S(=O)(=O)C1=CC=CC=C1)S(=O)(=O)C1=CC=CC=C1